ClC=1C=C(C2=C(C(OC(=N2)C=2N(N=C(C2)I)C2=NC=CC=C2Cl)=O)C1)Cl 6,8-dichloro-2-[2-(3-chloro-2-pyridyl)-5-iodo-pyrazol-3-yl]-3,1-benzoxazin-4-one